ethyl (E)-3-(1H-benzo[d]imidazol-4-yl)acrylate N1C=NC2=C1C=CC=C2/C=C/C(=O)OCC